Cl.FC=1C(=C(C=CC1)C1CCN(CC1)C(=O)C1=NNC=2CNCCC21)C(F)(F)F (4-(3-Fluoro-2-(trifluoromethyl)phenyl)piperidin-1-yl)(4,5,6,7-tetrahydro-1H-pyrazolo[3,4-c]pyridin-3-yl)methanone Hydrochloride